(β-(4-azidosalicylamido)ethyl)disulfide N(=[N+]=[N-])C=1C=C(C(C(=O)NCCSSCCNC(C=2C(O)=CC(=CC2)N=[N+]=[N-])=O)=CC1)O